3-(5-(3,6-diazabicyclo[3.1.1]heptane-3-yl)-4-fluoro-1-oxoisoindoline-2-yl)piperidine C12CN(CC(N1)C2)C=2C(=C1CN(C(C1=CC2)=O)C2CNCCC2)F